C(C)(C)(C)OC(=O)N1CC(CCC1)(C(NC1=C(C=CC(=C1)C1=CC=NN1)[N+](=O)[O-])=O)F 3-fluoro-3-((2-nitro-5-(1H-pyrazol-5-yl)phenyl)carbamoyl)piperidine-1-carboxylic acid tert-butyl ester